((2-chloro-5,7-difluoro-1H-benzo[d]imidazol-1-yl)methyl)nicotinonitrile ClC1=NC2=C(N1CC1=C(C#N)C=CC=N1)C(=CC(=C2)F)F